OC1(C(NC(C1CCO)=O)C(=O)O)C.O1C(COCC1)C1CCN(CC1)C1=C(N)C=CC=C1 2-[4-(1,4-dioxan-2-yl)piperidin-1-yl]aniline 3-hydroxy-4-(2-hydroxyethyl)-3-methyl-5-oxopyrrolidine-2-carboxylate